1-(4-(((2-((S)-2,6-dioxopiperidin-3-yl)-1-oxoisoindolin-4-yl)oxy)methyl)benzyl)-N-(2-methoxyethyl)pyrrolidine-3-carboxamide O=C1NC(CC[C@@H]1N1C(C2=CC=CC(=C2C1)OCC1=CC=C(CN2CC(CC2)C(=O)NCCOC)C=C1)=O)=O